3-chloro-4'-(trifluoromethyl)-1,1'-biphenyl ClC=1C=C(C=CC1)C1=CC=C(C=C1)C(F)(F)F